FC1(CCC(CC1)N1CCC(CC1)C=1C=C2C(=C(NC2=CC1)C=1C=C(C=2N(C1)C=NN2)OC)C(C)C)F 6-(5-(1-(4,4-difluorocyclohexyl)piperidin-4-yl)-3-isopropyl-1H-indol-2-yl)-8-methoxy-[1,2,4]triazolo[4,3-a]pyridine